NC1=C(C(=O)OC)C=C(C(=C1Br)I)O methyl 2-amino-3-bromo-5-hydroxy-4-iodobenzoate